6-Morpholin-4-yl-N,N1-di-o-tolyl-[1,3,5]triazine-2,4-diamine N1(CCOCC1)C1=NC(=NC(N1C1=C(C=CC=C1)C)NC1=C(C=CC=C1)C)N